[Ir].CC(C)(C(CC(C(C)(C)C)=O)=O)C.CC(C)(C(CC(C(C)(C)C)=O)=O)C.CC(C)(C(CC(C(C)(C)C)=O)=O)C tris(2,2',6,6'-tetramethyl-3,5-heptanedione) iridium